dihydroxy-1,1-dinaphthyl-methane OC(C1=CC=CC2=CC=CC=C12)(C1=CC=CC2=CC=CC=C12)O